C12CC(CC2C1)=C(C(NC1=CC=C2C(=C1)NC(C21CCOCC1)=O)=O)NC(=O)C=1N(N=CC1)C N-{1-(Bicyclo[3.1.0]hexan-3-ylidene)-2-oxo-2-[(2-oxospiro-[1H-indole-3,4'-oxane]-6-yl)-amino]ethyl}-2-methylpyrazole-3-carboxamide